S1C(=C(C=C1)C=1OC2=C(N1)C(=CC=C2)C(C)(C)C)C=2OC1=C(N2)C(=CC=C1)C(C)(C)C 2,2'-(thiophenediyl)-bis(tert-butyl-benzoxazole)